C(#N)[C@@H](C[C@@H]1C(NCCC1)=O)NC(=O)[C@@H]1N([C@H]2CC([C@@H]1CC2)(F)F)C([C@H](CC2CC2)NC=2C=NC=C(C2)C)=O (1R,3R,4R)-N-((R)-1-cyano-2-((R)-2-oxopiperidin-3-yl)ethyl)-2-((S)-3-cyclopropyl-2-((5-methylpyridin-3-yl)amino)propanoyl)-5,5-difluoro-2-azabicyclo[2.2.2]octane-3-carboxamide